C1(CCCCCC1)OCC=1C=CC(=C(C1)B(O)O)F (5-[(CYCLOHEPTYLOXY)METHYL]-2-FLUOROPHENYL)BORANEDIOL